N-(2-cyclopropyl-4-iodo-5-methylphenyl)-N-(6-methyl-7-oxo-6,7-dihydro-5H-pyrrolo[3,4-b]pyridin-2-yl)but-2-ynamide C1(CC1)C1=C(C=C(C(=C1)I)C)N(C(C#CC)=O)C1=CC=C2C(=N1)C(N(C2)C)=O